BrC=1C=C(N2C1C=NC(=C2)C)C(=O)OC methyl 8-bromo-3-methyl-pyrrolo[1,2-a]pyrazine-6-carboxylate